C(C=CC1=CC=CC=C1)[Pd-2](Cl)=C1N(C=C2N1C(=CC=C2)N2CCCCC2)C2=C(C=C(C=C2C(C2=CC=CC=C2)C2=CC=CC=C2)C)C(C2=CC=CC=C2)C2=CC=CC=C2 cinnamyl[2-(2,6-dibenzhydryl-4-methylphenyl)-5-(piperidin-1-yl)imidazo[1,5-a]pyridin-3-ylidene]chloropalladium(II)